2-(trimethylsilyl)ethyl (3S,4S)-4-amino-6,6-dimethyl-tetrahydro-2H-pyran-3-ylcarbamate N[C@@H]1[C@@H](COC(C1)(C)C)NC(OCC[Si](C)(C)C)=O